BrC1=CC=CC=2C=3C(CN(C3C=CC21)C(=S)NC(C2=CC=CC=C2)=O)C N-(6-bromo-1-methyl-2,3-dihydro-1H-benzo[e]indole-3-carbonothioyl)benzamide